5-Bromo-2-(2,2-difluoropropyl)-1,2,3,4-tetrahydroisoquinoline BrC1=C2CCN(CC2=CC=C1)CC(C)(F)F